6-ethylquinazolin C(C)C=1C=C2C=NC=NC2=CC1